C(=O)OCC.C=1(C(=CC=CC1)CN)CN xylylenediamine ethyl formate